C(C1=CC=CC=C1)OC=1C=CC2=C(CN(S(O2)(=O)=O)[C@H](C)C2=C(C=CC(=C2)B2OC(C(O2)(C)C)(C)C)C)C1 6-(benzyloxy)-3-{(1R)-1-[2-methyl-5-(4,4,5,5-tetramethyl-1,3,2-dioxaborolan-2-yl)phenyl]ethyl}-3,4-dihydro-2H-1,2λ6,3-benzoxathiazine-2,2-dione